1-(1-acetylpiperidine-4-yl)-3-((5-(5-(difluoromethyl)-1,3,4-oxadiazole-2-yl)pyridine-2-yl)methyl)-1,3-dihydro-2H-benzo[d]imidazole-2-one C(C)(=O)N1CCC(CC1)N1C(N(C2=C1C=CC=C2)CC2=NC=C(C=C2)C=2OC(=NN2)C(F)F)=O